2,3-di-sec-butyl-2-cyano-butanedioic acid-1,4-di-(2-methoxyethyl) ester COCCOC(C(C(C(=O)OCCOC)C(C)CC)(C#N)C(C)CC)=O